2,2'-methylene-bis(4-methyl-6-tert-butyl-phenol) C(C1=C(C(=CC(=C1)C)C(C)(C)C)O)C1=C(C(=CC(=C1)C)C(C)(C)C)O